C(C)OC=1C=C(C=CC1)C=1N=C(SC1CC(C)C)NC1=C(C(=O)O)C=CC(=N1)C=1SC=CC1 2-((4-(3-ethoxyphenyl)-5-isobutylthiazol-2-yl)amino)-6-(thiophen-2-yl)nicotinic Acid